ClC=1C=C(C=CC1)[C@@H]1[C@H](C1)C=1C=2N(N=C(C1)C=1C(NC(NC1)=O)=O)C=CN2 5-(8-((1S,2S)-2-(3-chlorophenyl)cyclopropyl)imidazo[1,2-b]pyridazin-6-yl)pyrimidine-2,4(1H,3H)-dione